COC(C(=O)C1=CC=CC=C1)(C1=CC=CC=C1)OC 2,2-dimethoxy-1,2-Diphenylethane-1-one